C1(=CC=CC=C1)C1(CCCC1)C(=O)NC=1C=CC(=NC1)NC(C1=CC(=CC=C1)Cl)=O N-(5-(1-phenylcyclopentane-1-carboxamido)pyridin-2-yl)-3-chlorobenzamide